2-[[2-[(4-methoxyphenyl)methyl]-5-(trifluoromethyl)pyrazol-3-yl]methyl]-6-(trifluoromethyl)pyridine COC1=CC=C(C=C1)CN1N=C(C=C1CC1=NC(=CC=C1)C(F)(F)F)C(F)(F)F